2-((2-chloro-5-(trifluoromethyl)pyrimidin-4-yl)amino)-N-methoxybenzamide ClC1=NC=C(C(=N1)NC1=C(C(=O)NOC)C=CC=C1)C(F)(F)F